C(C1=CC=CC=C1)OC[C@H]1CNC[C@H](O1)CC (2R,6R)-2-((benzyloxy)methyl)-6-ethylmorpholine